2-deoxy-1-thio-D-glucose S=CC[C@@H](O)[C@H](O)[C@H](O)CO